4-(4-chloro-2-fluorophenyl)-3-(3-chlorophenyl)-1-(3-hydroxypropyl)-5-neopentylpyrrolidine-2-carboxylic acid tert-butyl ester C(C)(C)(C)OC(=O)C1N(C(C(C1C1=CC(=CC=C1)Cl)C1=C(C=C(C=C1)Cl)F)CC(C)(C)C)CCCO